BrC1=C(C(=O)C=2C=C3C(=CNC3=CC2)C2CCN(CC2)CCC)C=CC=C1 5-(2-bromobenzoyl)-3-(1-propylpiperidin-4-yl)-1H-indole